COC1=CC=C(C=C1)C(C)(C)C=1N=C(SC1)NC(NCCCC(=O)NC1CCNCC1)=O 4-(3-(4-(2-(4-methoxyphenyl)propan-2-yl)thiazol-2-yl)ureido)-N-(piperidin-4-yl)butanamide